n-butyl furancarboxylate O1C(=CC=C1)C(=O)OCCCC